FC=1C=CC2=C(C3=C(SC(=C3)C)C3=C(C2=O)C=CC=C3)C1 5-fluoro-2-methyl-8H-dibenzo[3,4:6,7]cyclohepta[1,2-b]thiophen-8-one